3-amino-N-(1-(3-(thiazol-2-yl)phenyl)ethyl)benzamide NC=1C=C(C(=O)NC(C)C2=CC(=CC=C2)C=2SC=CN2)C=CC1